ClC=1C=C(C=CC1C)C1=CC=C(O1)C=C1C(C2=CC=CC=C2C1)=O 2-[[5-(3-Chloro-4-methylphenyl)-2-furanyl]methylene]-2,3-dihydro-1H-inden-1-one